[2-amino-4-(trifluoromethoxy)phenyl]-[(3S)-3-(2-tetrahydropyran-4-yl-3H-imidazo[4,5-b]pyridin-7-yl)pyrrolidin-1-yl]methanone NC1=C(C=CC(=C1)OC(F)(F)F)C(=O)N1C[C@@H](CC1)C1=C2C(=NC=C1)NC(=N2)C2CCOCC2